BrC=1OC2=C(N1)C=CC=C2 2-bromobenzo[d]oxazole